O=C(C(C)NC=O)N1CCCC1 N-(1-Oxo-1-(pyrrolidin-1-yl)propan-2-yl)formamide